5-(dimethylamino)pentan-1-ol Dinatrium 2-Sulfolaurat S(=O)(=O)(O)C(C(=O)[O-])CCCCCCCCCC.[Na+].[Na+].CN(CCCCCO)C.S(=O)(=O)(O)C(C(=O)[O-])CCCCCCCCCC